COCCCNC1C=CCCC1 [(3-methoxypropyl)amino]cyclohex-2-en